4-oxo-7-phenylheptanal O=C(CCC=O)CCCC1=CC=CC=C1